(R)-2-(2-(1-(azetidin-1-yl)ethyl)-6-fluorobenzyl)isoindoline-1,3-dione N1(CCC1)[C@H](C)C1=C(CN2C(C3=CC=CC=C3C2=O)=O)C(=CC=C1)F